C(C1=CC=CC=C1)OC1CCC(CC1)CCNC[C@H](O)C=1C=NC=C(C1)F (R)-2-((2-((1r,4R)-4-(benzyloxy)cyclohexyl)-ethyl)amino)-1-(5-fluoropyridin-3-yl)ethan-1-ol